5-(((tert-butyldiphenylsilyl)oxy)methyl)-1-oxidotetrahydrothiophen-3-yl 2,4-dimethoxybenzoate COC1=C(C(=O)OC2CS(C(C2)CO[Si](C2=CC=CC=C2)(C2=CC=CC=C2)C(C)(C)C)=O)C=CC(=C1)OC